(S)-2-(2-((5-Bromo-2-((5-cyanopyridin-3-yl)methoxy)-4-((2,2'-dimethyl-3'-(prop-2-yn-1-yloxy)-[1,1'-biphenyl]-3-yl)methoxy)benzyl)amino)-3-sulfopropanamido)ethane-1,1-disulfonic acid BrC=1C(=CC(=C(CN[C@@H](C(=O)NCC(S(=O)(=O)O)S(=O)(=O)O)CS(=O)(=O)O)C1)OCC=1C=NC=C(C1)C#N)OCC=1C(=C(C=CC1)C1=C(C(=CC=C1)OCC#C)C)C